methyl [1-methyl-1-(2-pyridinyl) ethyl] carbonate C(OC)(OC(C)(C1=NC=CC=C1)C)=O